dimethoxybenzenemethanol COC(O)(C1=CC=CC=C1)OC